4-((tert-Butoxycarbonyl)(methyl)amino)-2-oxo-1-phenyl-7-(trifluoromethyl)-1,2-dihydro-1,8-naphthyridine-3-carboxylic acid C(C)(C)(C)OC(=O)N(C1=C(C(N(C2=NC(=CC=C12)C(F)(F)F)C1=CC=CC=C1)=O)C(=O)O)C